1-(4-chlorophenyl)cyclopentane ClC1=CC=C(C=C1)C1CCCC1